[Si](C)(C)(C(C)(C)C)OCCCCCCC(=O)NC=1N=CC2=C(N=CC(=C2C1)C=1OC2=C(N1)C=C(C=C2)OC)NC 7-[tert-butyl(dimethyl)silyl]oxy-N-[5-(5-methoxy-1,3-benzoxazol-2-yl)-8-(methylamino)-2,7-naphthyridin-3-yl]heptanamide